CN1[C@H]2[C@@H]3CCCC[C@@]3(C=3C=C(C=CC3C2)N(C2=NC=CC=C2)C2=NC=CC=C2)CC1 17-Methyl-N,N-di(pyridin-2-yl)morphinan-3-amine